ClC1=CC(=C(C=C1)[C@@H](CC1=CC=CC=C1)\N=C(\C1=CC=C(C=C1)C(F)(F)F)/C#N)CC1=CC=C(C=C1)O[C@@H]1COCC1 (Z)-N-((R)-1-(4-chloro-2-(4-(((S)-tetrahydrofuran-3-yl)oxy)benzyl)phenyl)-2-phenylethyl)-4-(trifluoromethyl)benzimidoyl cyanide